4'-(bromomethyl)[1,1'-biphenyl]-2-carbonitrile BrCC1=CC=C(C=C1)C=1C(=CC=CC1)C#N